5-hydroxy-2-(4-methoxyphenyl)-8-(3-methylbut-2-en-1-yl)-3-(((3S,4S,5S,6R)-3,4,5-trihydroxy-6-methyltetrahydro-2H-pyran-2-yl)oxy)-4H-chromen-4-one OC1=C2C(C(=C(OC2=C(C=C1)CC=C(C)C)C1=CC=C(C=C1)OC)OC1O[C@@H]([C@H]([C@@H]([C@@H]1O)O)O)C)=O